(1R,2S,5S)-3-[(2S)-4,4-difluoro-2-[[(3S)-tetrahydrofuran-3-carbonyl]amino]butanoyl]-6,6-dimethyl-3-azabicyclo[3.1.0]hexane-2-carboxylic acid FC(C[C@@H](C(=O)N1[C@@H]([C@H]2C([C@H]2C1)(C)C)C(=O)O)NC(=O)[C@@H]1COCC1)F